5,7-Dimethyl-6-(3-phenoxyphenyl)-2-(pyridin-2-yl)-2,6-dihydro-1H-pyrrolo[3,4-d]pyridazin-1-one CC=1N(C(=C2C(N(N=CC21)C2=NC=CC=C2)=O)C)C2=CC(=CC=C2)OC2=CC=CC=C2